C1(CC1)C(=O)NC=1C=C(C=C(C1)C=1C=NN(C1)C)NC1=CC2=C(C=N1)N(C(N2[C@H]2C[C@@H](CC2)NC(OC)=O)=O)C methyl ((1R,3R)-3-(6-((3-(cyclopropanecarboxamido)-5-(1-methyl-1H-pyrazol-4-yl)phenyl)amino)-3-methyl-2-oxo-2,3-dihydro-1H-imidazo[4,5-c]pyridin-1-yl)cyclopentyl)carbamate